ClC1=CC=C(S1)C1(CCNCC1)NS(=O)(=O)C1=CC=C(C=C1)OC(F)(F)F N-(4-(5-chlorothien-2-yl)piperidin-4-yl)-4-(trifluoromethoxy)benzenesulfonamide